C(C)(C)C1=C(C(=CC(=C1)C(C)C)C(C)C)S(=O)(=O)OC1=NN(C(C=2C1=CN(C(C2)=O)C2CC2)=O)CCNC(=O)OCC2=CC=CC=C2 2-(2-(((benzyloxy)carbonyl)amino)ethyl)-6-cyclopropyl-1,7-dioxo-1,2,6,7-tetrahydropyrido[3,4-d]pyridazin-4-yl 2,4,6-triisopropylbenzenesulfonate